2-(2,8-bis(4-ethylphenyl)-3,7-di-p-tolyl-5-(trifluoromethyl)benzo[de]chromen-9-yl)-1,4,5,6-tetrahydropyrimidine C(C)C1=CC=C(C=C1)C=1OC2=C(C(=C(C=3C2=C(C1C1=CC=C(C=C1)C)C=C(C3)C(F)(F)F)C3=CC=C(C=C3)C)C3=CC=C(C=C3)CC)C=3NCCCN3